(R)-9-(4-Fluorobenzyl)-2,4-dimethyl-1-oxa-4,9-diazaspiro[5.5]undecan-3-on FC1=CC=C(CN2CCC3(CN(C([C@H](O3)C)=O)C)CC2)C=C1